(2S,4R)-4-(3-hydroxyoxetan-3-yl)-5-oxopyrrolidin OC1(COC1)[C@H]1CCNC1=O